C(CCCCC)C1C(C1CO)(C)C (3-hexyl-2,2-dimethylcyclopropyl)methanol